N1(CCC1)CCOC1=C(C=C(C=C1)[C@H]([C@@H](CN1CCCC1)NC(=O)[C@H]1CN(CC1)C1=CC=C(C=C1)Cl)O)Cl (R)-N-((1R,2R)-1-(4-(2-(azetidin-1-yl)ethoxy)-3-chlorophenyl)-1-hydroxy-3-(pyrrolidin-1-yl)propan-2-yl)-1-(4-chlorophenyl)pyrrolidine-3-carboxamide